C(C1=CC=CC=C1)N1C[C@H]2N(CC1)C([C@H](C2)CC#C)=O (7S,8aS)-2-benzyl-7-(prop-2-yn-1-yl)-octahydropyrrolo[1,2-a]pyrazin-6-one